choline triazole N1N=NC=C1.OCC[N+](C)(C)C